BrC1=C(CNS(=O)(=O)C2=CC=C(C=C2)NC(\C=C\C2=CC=NC=C2)=O)C=C(C=C1)Br (E)-N-(4-(N-(2,5-dibromobenzyl)sulfamoyl)phenyl)-3-(pyridin-4-yl)acrylamide